(R)-2-amino-1-(4-(2-methoxybenzyl)piperazin-1-yl)-2-(1-(2-methylphenylethyl)piperidin-4-yl)ethan-1-one hydrochloride Cl.N[C@@H](C(=O)N1CCN(CC1)CC1=C(C=CC=C1)OC)C1CCN(CC1)CCC1=C(C=CC=C1)C